4-(4-((3-methyl-5-(6-methyl-1H-pyrazolo[3,4-d]pyrimidin-4-yl)-4,5,6,7-tetrahydro-1H-pyrazolo[4,3-c]pyridin-1-yl)methyl)bicyclo[2.2.2]octan-1-yl)morpholine CC1=NN(C2=C1CN(CC2)C2=C1C(=NC(=N2)C)NN=C1)CC12CCC(CC1)(CC2)N2CCOCC2